ClC1=C2C(=CC(=CC2=CC=C1F)O[Si](C(C)C)(C(C)C)C(C)C)[Sn](C)(C)C (5-chloro-6-fluoro-4-trimethylstannyl-2-naphthyl)oxy-triisopropylsilane